FC1=CC=C(C=N1)C=1C=2N(C=C(C1)C=1C=NN(C1)C)N=CC2C#N 4-(6-fluoro-3-pyridinyl)-6-(1-methylpyrazol-4-yl)pyrazolo[1,5-a]pyridine-3-carbonitrile